N-cyano-2-(4-trifluoromethylphenyl)benzimidazole tert-butyl-4-(7-amino-6-fluoro-8-nitro-4-oxochroman-2-yl)piperidine-1-carboxylate C(C)(C)(C)OC(=O)N1CCC(CC1)C1OC2=C(C(=C(C=C2C(C1)=O)F)N)[N+](=O)[O-].C(#N)N1C(=NC2=C1C=CC=C2)C2=CC=C(C=C2)C(F)(F)F